2,4,6,8-tetrakis(3-(3,4-epoxycyclopentyl)propyl)-2,4,6,8-tetramethylcyclotetrasiloxane C1(CC2C(C1)O2)CCC[Si]2(O[Si](O[Si](O[Si](O2)(C)CCCC2CC1C(C2)O1)(C)CCCC1CC2C(C1)O2)(C)CCCC2CC1C(C2)O1)C